(S,2S)-N'-((8-fluoro-1,2,3,5,6,7-hexahydro-s-indacen-4-yl)carbamoyl)-2-methyl-2,3-dihydropyrazolo[5,1-b]oxazole-7-sulfonimidamide FC=1C=2CCCC2C(=C2CCCC12)NC(=O)N=[S@@](=O)(N)C=1C=NN2C1O[C@H](C2)C